5-(4-(diethylamino)benzoyl)amino-3-(octahydroindolizin-7-yl)-benzofuran C(C)N(C1=CC=C(C(=O)NC=2C=CC3=C(C(=CO3)C3CCN4CCCC4C3)C2)C=C1)CC